2-Boc-6-phenyl-1,2,3,4-tetrahydroisoquinoline C(=O)(OC(C)(C)C)N1CC2=CC=C(C=C2CC1)C1=CC=CC=C1